di-nonyl-naphthalenedisulphonic acid C(CCCCCCCC)C=1C(=C(C(=C2C=CC=CC12)S(=O)(=O)O)S(=O)(=O)O)CCCCCCCCC